Sodium Dimethyldithiocarbanate Dihydrate O.O.CS=C([S-])C.[Na+]